3-(difluoromethyl)-1-methyl-pyrazole-4-carboxylic acid chloride FC(C1=NN(C=C1C(=O)Cl)C)F